(2R,3S)-4-bromo-5-chloro-6-fluoro-3-hydroxy-2-phenyl-2,3-dihydrobenzofuran-2-carboxylic acid BrC1=C(C(=CC2=C1[C@@H]([C@@](O2)(C(=O)O)C2=CC=CC=C2)O)F)Cl